vinylpyridinium tosylate S(=O)(=O)([O-])C1=CC=C(C)C=C1.C(=C)[N+]1=CC=CC=C1